3-[1-[3-[2-(7-chloroquinolin-2-yl)vinyl]phenyl]-1-[3-(dimethylamino)-3-oxopropylsulfanyl]methylsulfanyl]propionic acid sodium salt [Na+].ClC1=CC=C2C=CC(=NC2=C1)C=CC=1C=C(C=CC1)S(CSCCC(=O)N(C)C)CCC(=O)[O-]